3-(2-Aminophenyl)-5-(phenylamino)pyridin-2(1H)-one NC1=C(C=CC=C1)C=1C(NC=C(C1)NC1=CC=CC=C1)=O